ClC1=C(C=C2C(=C(N(C2=C1F)C)C1=NN=C(N1)C(F)(F)F)C=1C=NNC1)OC 6-Chloro-7-fluoro-5-methoxy-1-methyl-3-(1H-pyrazol-4-yl)-2-(5-(trifluoromethyl)-4H-1,2,4-triazol-3-yl)-1H-indole